FC(C1=CC=C(C=C1)S(=O)(=O)C1N(CC12CCCCC2)C(=O)C2C(NC1(CNC1)C2)=O)(F)F 7-[[4-(trifluoromethyl)phenyl]sulfonyl-2-azaspiro[3.5]nonane-2-carbonyl]-2,5-diazaspiro[3.4]octan-6-one